methyl (1S,2S,4R)-7-benzoyl-2-((E)-3-(4,4,5,5-tetramethyl-1,3,2-dioxaborolan-2-yl)prop-1-en-1-yl)-7-azabicyclo[2.2.1]heptane-1-carboxylate C(C1=CC=CC=C1)(=O)N1[C@@]2([C@@H](C[C@H]1CC2)\C=C\CB2OC(C(O2)(C)C)(C)C)C(=O)OC